(6,8-dimethyl-1,3,4,5-tetrahydropyrido[4,3-b]indol-2-yl)-[5-(trifluoromethyl)-1H-pyrazol-3-yl]methanone CC1=CC(=CC=2C3=C(NC12)CCN(C3)C(=O)C3=NNC(=C3)C(F)(F)F)C